N-{(2S,3R,4S)-1-(cyclopropanecarbonyl)-2-[(2,2'-difluoro[1,1'-biphenyl]-3-yl)methyl]-4-fluoropyrrolidin-3-yl}methanesulfonamide C1(CC1)C(=O)N1[C@H]([C@H]([C@H](C1)F)NS(=O)(=O)C)CC=1C(=C(C=CC1)C1=C(C=CC=C1)F)F